(3-hydroxy-4-methoxy-3-methyl-butyl) 4-methylbenzenesulfonate CC1=CC=C(C=C1)S(=O)(=O)OCCC(COC)(C)O